3-bromo-2-(chloromethyl)-8-(2-cyclopropyl-1-((tetrahydro-2H-pyran-2-yl)oxy)ethyl)-6-fluoro-1-methylquinolin-4(1H)-one BrC1=C(N(C2=C(C=C(C=C2C1=O)F)C(CC1CC1)OC1OCCCC1)C)CCl